(2-((4-(3-isopropyl-2-(8-methoxy-[1,2,4]triazolo[1,5-a]pyridin-6-yl)-1H-indol-5-yl)-1-methylcyclohexyl)amino)-2-oxoethyl)(methyl)carbamic acid tert-butyl ester C(C)(C)(C)OC(N(C)CC(=O)NC1(CCC(CC1)C=1C=C2C(=C(NC2=CC1)C=1C=C(C=2N(C1)N=CN2)OC)C(C)C)C)=O